(R)-2-(2-(methoxymethoxy)phenyl)-6,6a,7,8,9,10-hexahydro-5H-pyrazino[1',2':4,5]pyrazino[2,3-c]pyridazine COCOC1=C(C=CC=C1)C=1C=C2C(=NN1)NC[C@@H]1N2CCNC1